NC1=NN=NN1CCCCCCCCCC[Si](OCC)(OCC)OCC 5-amino-1-[10-(triethoxysilyl)decyl]-1H-tetrazole